COC(C(CCC(=O)O)C)=O methyl-glutaric acid monomethyl ester